3-(4-cyclobutoxyphenylmethyl)-1-(4-fluorophenylmethyl)-1-(2-(pyrrolidin-1-yl)ethyl)urea C1(CCC1)OC1=CC=C(C=C1)CNC(N(CCN1CCCC1)CC1=CC=C(C=C1)F)=O